tert-butyl 4-[2-[(2-benzyloxy-4-pyridyl)oxy]ethoxy]piperidine-1-carboxylate C(C1=CC=CC=C1)OC1=NC=CC(=C1)OCCOC1CCN(CC1)C(=O)OC(C)(C)C